C(C=C)(=O)N1C[C@@H](CC1)NC=1N=C2C(=NC1)NC=C2C(=O)NCC 2-{[(3R)-1-acryloylpyrrolidin-3-yl]amino}-N-ethyl-5H-pyrrolo[2,3-b]pyrazine-7-carboxamide